O=C1NC(CCC1N1N=C2N(C=CC(=C2)C2(CCN(CC2)C(=O)OC(C)(C)C)O)C1=O)=O tert-butyl 4-(2-(2,6-dioxopiperidin-3-yl)-3-oxo-2,3-dihydro-[1,2,4]triazolo[4,3-a]pyridin-7-yl)-4-hydroxypiperidine-1-carboxylate